C1(=CC=CC=C1)P(C=CC1=CC=CC=C1)C1=CC=CC=C1 diphenyl-P-styrylphosphine